4-hydroxy-2-methyl-2H-1,2-benzothiazine OC1=CN(SC2=C1C=CC=C2)C